O1C(OCC1)C1CCN(CC1)C=1C=C2CN(C(C2=CC1)=O)C1CNCCC1 3-{5-[4-(1,3-dioxolan-2-yl)piperidin-1-yl]-1-oxo-2,3-dihydro-1H-isoindol-2-yl}piperidine